C(CC)N(C(C=C)=O)CCC acrylic acid N,N-dipropylamide